C(C)C1=C(N)C(=CC=C1F)C1=CC(=NC=C1)OC 2-ethyl-3-fluoro-6-(2-methoxy-4-pyridyl)aniline